[Co].[La].[Fe].C(C)C1=C(C2=C(C3=CC=CC=C3C=C2C=C1)OC(=O)C1=C(CC(CC1)C)C(=O)O)CC diethyl-9-[2-carboxy(4-methyl-cyclohexenyl)]carbonyloxyanthracene iron-lanthanum-cobalt